O=C(CNC(OC(C)(C)C)=O)NC1=CC=C(C=C1)CN1C(N(CC1)C=1C=NC=C(C1)NC1=NC=C(C=C1)C1=CC=C(C=C1)N1C(CCC1)=O)=O tert-butyl (2-oxo-2-((4-((2-oxo-3-(5-((5-(4-(2-oxopyrrolidin-1-yl)phenyl)pyridin-2-yl)amino)pyridin-3-yl)imidazolidin-1-yl)methyl)phenyl)amino)ethyl)carbamate